NC=1N=C(C2=C(N1)C=C(S2)I)NC[C@H](C)O (2S)-1-[(2-amino-6-iodothieno[3,2-d]pyrimidin-4-yl)amino]-2-propanol